ClC1=CC=C(C=C1)C=1C=C2C(=CNC2=CC1)NC(=O)NC1=CC=C(C=C1)C(F)(F)F 1-(5-(4-chlorophenyl)-1H-indol-3-yl)-3-(4-(trifluoromethyl)phenyl)urea